CC1(CNC1)C(=O)NC1=CNC2=CC=C(C=C12)O[C@@H]1C[C@H](C1)C1=CC=C(C=C1)C(F)(F)F 3-Methyl-N-(5-(trans-3-(4-(trifluoromethyl)phenyl)cyclobutoxy)-1H-indol-3-yl)azetidine-3-carboxamide